O(P([O-])(=O)OP(=O)([O-])[O-])CCCCC (1-pentyl) pyrophosphate